((3R,4R)-1-(3,3-Difluorocyclobutyl)-4-(2-hydroxy-2-methylpropoxy)pyrrolidin-3-yl)-1-(5-(trifluoromethyl)pyridin-2-yl)-1H-pyrrolo[3,2-c]pyridine-6-carboxamide FC1(CC(C1)N1C[C@@H]([C@H](C1)OCC(C)(C)O)C1=CC=2C=NC(=CC2N1C1=NC=C(C=C1)C(F)(F)F)C(=O)N)F